tert-butyl 6-(6-(methylcarbamoyl) pyridin-3-yl)-2,6-diazaspiro[3.3]heptane-2-carboxylate CNC(=O)C1=CC=C(C=N1)N1CC2(CN(C2)C(=O)OC(C)(C)C)C1